sodium di(undecyl) methylsulfosuccinate CC(C(=O)OCCCCCCCCCCC)(CC(=O)OCCCCCCCCCCC)S(=O)(=O)O.[Na]